FC1(CN(C1)CC(C(=O)O)=C)C 2-((3-fluoro-3-methylazetidin-1-yl)methyl)acrylic acid